2'-fluoro-2'-deoxy-5-iodovinyl-1-β-D-ribofuranosyluracil C1=CN(C(=O)NC1=O)[C@@]2([C@@H]([C@@H]([C@H](O2)C(/C=C(\F)/I)O)O)O)O